ethyl 4-(tert-butoxycarbonylamino)-6-(2-tetrahydropyran-4-ylethynyl)pyridine-3-carboxylate C(C)(C)(C)OC(=O)NC1=C(C=NC(=C1)C#CC1CCOCC1)C(=O)OCC